N-(5-fluoro-2-nitrobenzeneyl)-N-methylcyclopropanesulfonamide FC=1C=CC(=C(C1)N(S(=O)(=O)C1CC1)C)[N+](=O)[O-]